OC1(CC1)C=1C=CC2=C(OC[C@@H](C(N2C)=O)NC(C2=CC=CC=C2)(C2=CC=CC=C2)C2=CC=CC=C2)C1 (S)-8-(2-hydroxycyclopropan-2-yl)-5-methyl-3-(tritylamino)-2,3-dihydrobenzo[b][1,4]Oxazepine-4(5H)-one